6-chloro-1,5-naphthyridin-4(1H)-one ClC=1N=C2C(C=CNC2=CC1)=O